C(CCC)OC(C1CCN(CC1)C1=CC(=C(C=C1F)[C@@H]1N(C(C12CCOCC2)=O)C2=C(C(=CC=C2)F)O)OC)OCCCC (S)-3-(4-(4-(dibutoxymethyl)piperidin-1-yl)-5-fluoro-2-methoxyphenyl)-2-(3-fluoro-2-hydroxyphenyl)-7-oxa-2-azaspiro[3.5]nonan-1-one